(S)-4-((1R,3R)-3-(1-isopropyl-3-(2-(trifluoromethyl)pyrimidin-5-yl)-1H-1,2,4-triazol-5-yl)cyclopentyl)-2-methylmorpholine C(C)(C)N1N=C(N=C1[C@H]1C[C@@H](CC1)N1C[C@@H](OCC1)C)C=1C=NC(=NC1)C(F)(F)F